ClC1=C(NC(=C1Cl)C)C(=O)NC1=C(C=C(C=C1)C(NCC(=O)OC)=O)N1CCN(CC1)C(=O)OC(C)(C)C tert-butyl 4-(2-(3,4-dichloro-5-methyl-1H-pyrrole-2-carboxamido)-5-((2-methoxy-2-oxoethyl)carbamoyl)phenyl)piperazine-1-carboxylate